FC(C=1C(=C(C=CC1)[C@@H](C)NC=1C2=C(N=C(N1)C)NC(C(=C2)C(=O)N(C(C)C)CC)=O)F)F (R)-4-(1-(3-(difluoromethyl)-2-fluorophenyl)ethylamino)-N-ethyl-N-isopropyl-2-methyl-7-oxo-7,8-dihydropyrido[2,3-d]pyrimidine-6-carboxamide